FC=1C=CC=C2NC=C(C[C@H](N)C(=O)O)C12 |r| 4-Fluoro-DL-tryptophan